C1(=CC=CC=C1)C=1C=NC(=NC1)NC=1C=C(C(=O)N)C=CN1 2-((5-phenylpyrimidin-2-yl)amino)isonicotinamide